BrC1=C(C=CC(=C1)NC(=O)OC)C(CNC(=O)[C@H](CC=C)NC(OC(C)(C)C)=O)=O tert-Butyl N-[(1S)-1-[(2-{2-bromo-4-[(methoxycarbonyl)amino]phenyl}-2-oxoethyl)carbamoyl]but-3-en-1-yl]carbamate